N-Bocpropargylamine C(=O)(OC(C)(C)C)NCC#C